β-D-Galactopyranosyl-(1→4)-[β-D-glucopyranuronosyl-(1→3)]-L-rhamnose [C@@H]1([C@H](O)[C@@H](O)[C@@H](O)[C@H](O1)CO)O[C@H]([C@H]([C@H](C=O)O)O[C@H]1[C@H](O)[C@@H](O)[C@H](O)[C@H](O1)C(=O)O)[C@@H](O)C